2-n-propyl-2,3-dihydro-1H-indene C(CC)C1CC2=CC=CC=C2C1